O1[C@@H]2CN([C@H](C3=C1C=CC=C3)C2)C(=O)C23CCC(CC2)C3(C)C [(2S,5S)-2,3-dihydro-2,5-methano-1,4-benzoxazepin-4(5H)-yl](7,7-dimethylbicyclo[2.2.1]heptan-1-yl)methanone